3-{[(2S)-4-(tert-Butoxycarbonyl)morpholin-2-yl]methoxy}-5-(5-methyl-1,3-thiazol-2-yl)benzoic acid C(C)(C)(C)OC(=O)N1C[C@H](OCC1)COC=1C=C(C(=O)O)C=C(C1)C=1SC(=CN1)C